C(C)(C)N1OC(C2C1C(CC(C2)(C)C=2C=C(C#N)C=CC2)C)(C)C 3-(1-isopropyl-3,3,5,7-tetramethyloctahydrobenzo[c]isoxazol-5-yl)benzonitrile